1-isocyanatobicyclo[2.2.2]Octane N(=C=O)C12CCC(CC1)CC2